hydroxyoctadecene OC=CCCCCCCCCCCCCCCCC